(S)-3-(1-benzhydrylazetidin-3-ylidene)-butan-2-ol C(C1=CC=CC=C1)(C1=CC=CC=C1)N1CC(C1)=C([C@H](C)O)C